ClC=1C(=C(C=CC1)NC(=S)C=1C(OCCC1O)=O)OC N-(3-chloro-2-methoxyphenyl)-4-hydroxy-2-oxo-5,6-dihydropyran-3-carbothioamide